C(C)(C)(C)OC(=O)NC=1SC2=C(N1)C(=CC=C2F)B(O)O {2-[(tert-Butoxycarbonyl)amino]-7-fluoro-1,3-benzothiazol-4-yl}boronic acid